ClC1=CC(=C(C=C1C#N)NS(=O)(=O)C=1C=C(C(=O)O)C=CC1C1CC1)OC1C(CC1)C1CC1 3-(N-(4-chloro-5-cyano-2-(2-cyclopropylcyclobutoxy)phenyl)sulfamoyl)-4-cyclopropylbenzoic acid